F[C@@H]1CC[C@@H](CNC1)N (3s,6r)-6-fluoroazepan-3-amine